COCCSC1=NC(=NC(=C1)N1N=C(C=C1)C=1C=C(C=CC1)C)OCC1OCCC1 4-((2-methoxyethyl)thio)-2-((tetrahydrofuran-2-yl)methoxy)-6-(3-(m-tolyl)-1H-pyrazol-1-yl)pyrimidine